ClC1=CC=C(C=C1)[C@H]1N(CCCC1)CC1CCN(CC1)C1=CC(=C(C(=O)NS(=O)(=O)C2=CC(=C(C=C2)NCCCN2CCOCC2)[N+](=O)[O-])C=C1)OC=1C=NC=C(C1)S(=O)(=O)C(C)C 4-[4-[[(2S)-2-(4-chlorophenyl)-1-piperidyl]methyl]-1-piperidyl]-2-[(5-isopropylsulfonyl-3-pyridyl)oxy]-N-[4-(3-morpholinopropylamino)-3-nitro-phenyl]sulfonyl-benzamide